P(=O)([O-])([O-])[O-].[Fe+2].[Mn+2].[Co+2].P(=O)([O-])([O-])[O-] cobalt manganese iron phosphate